tert-butyl 4-(5-hydroxypentyl)piperazine-1-carboxylate OCCCCCN1CCN(CC1)C(=O)OC(C)(C)C